2-[2-({2-[5-(3-fluorophenyl)-1H-imidazol-2-yl]ethyl}amino)ethyl]-N-[(3-fluoropyridin-2-yl)methyl]-[1,3]thiazolo[5,4-d]pyrimidin-7-amine FC=1C=C(C=CC1)C1=CN=C(N1)CCNCCC=1SC=2N=CN=C(C2N1)NCC1=NC=CC=C1F